C1(=CC=CC=C1)C1=NC(=NC(=N1)C1=CC=CC=C1)C1=CC=C(C=C1)C1=C2C(=NC3=CC=CC=C13)C1=C(O2)C=CC=C1 11-[4-(4,6-diphenyl-1,3,5-triazin-2-yl)phenyl]benzofuro[3,2-b]quinoline